isopropyl ((S)-(((2R,3R,4R,5R)-5-(2-amino-6-(methylamino)-9H-purin-9-yl)-4-fluoro-3-hydroxy-2,4-dimethyltetrahydrofuran-2-yl)methoxy)(phenoxy)phosphoryl)-L-alaninate NC1=NC(=C2N=CN(C2=N1)[C@H]1[C@]([C@@H]([C@@](O1)(C)CO[P@](=O)(OC1=CC=CC=C1)N[C@@H](C)C(=O)OC(C)C)O)(C)F)NC